NC1=CC=C2C(=C1)NC(C21CN(CC1)C(=O)OC(C)(C)C)=O tert-Butyl 6-amino-2-oxospiro[indoline-3,3'-pyrrolidine]-1'-carboxylate